BrCCCC(=O)OC(C1=C(C=CC=C1)OCC(CCCC)CC)(OCC(CCCC)CC)OCC(CCCC)CC tris((2-Ethylhexyl)oxy)benzyl 4-bromobutanoate